CC1=C2C=CNC2=CC(=C1)OC(F)(F)F 4-methyl-6-(trifluoromethoxy)-1H-indole